(5-chloro-3-thienyl)boronic acid ClC1=CC(=CS1)B(O)O